COC=1C=C(CN)C=CC1 3-(methoxy)benzylamine